tert-butyl (2S)-2-methoxypropoxy-quinazolin-8-yl-oxy-methyl-4-hydroxy-2-indazol-4-yl-methyl-benzoate CO[C@H](COCC=1C(=C(C(=O)OC(C)(C)C)C(=C(C1O)C)OC=1C=CC=C2C=NC=NC12)C1=C2C=NNC2=CC=C1)C